C1(CC1)C=1C=C(C(=NC1)C1=NC=2N(C=C1)N=C(C2)C(F)(F)F)SCC 5-(5-cyclopropyl-3-(ethylthio)pyridin-2-yl)-2-(trifluoromethyl)pyrazolo[1,5-a]pyrimidine